NCC1=CC=C(C=C1)NC(C1=C(C=C(C=C1)C)O)=O N-(4-(Aminomethyl)phenyl)-4-methyl-2-hydroxybenzamid